2-[3-(7-methoxy-1-oxo-isoindolin-5-yl)imidazo[1,2-a]pyridin-7-yl]-2-methyl-propanenitrile COC=1C=C(C=C2CNC(C12)=O)C1=CN=C2N1C=CC(=C2)C(C#N)(C)C